3,4,5-trifluoro-phenylboric acid FC=1C=C(C=C(C1F)F)OB(O)O